4-fluoro-3-pyridineboronic acid FC1=C(C=NC=C1)B(O)O